[(4S)-7,8-dichloro-6-(2,6-difluorophenyl)-4-methyl-4H-[1,2,4]triazolo[1,5-a][1,4]benzodiazepin-2-yl]-(1,1-dioxo-1,4-thiazinan-4-yl)methanone ClC1=C(C=CC2=C1C(=N[C@H](C=1N2N=C(N1)C(=O)N1CCS(CC1)(=O)=O)C)C1=C(C=CC=C1F)F)Cl